(2R,3R)-3-acetoxy-5,7,3'-trihydroxy-4'-methoxyflavone C(C)(=O)OC1=C(OC2=CC(=CC(=C2C1=O)O)O)C1=CC(=C(C=C1)OC)O